Thiadiazole-4-carbaldehyde oxime S1N=NC(=C1)C=NO